8-bromo-6-(2-fluorophenyl)-4,4-dimethyl-4H-benzo[f]imidazo[1,5-a][1,4]diazepine-3-carboxylic acid BrC=1C=CC2=C(C(=NC(C=3N2C=NC3C(=O)O)(C)C)C3=C(C=CC=C3)F)C1